ClC=1C=C(C=CC1)N1N=C(C2=C1C(N(CC2)C2=CC=C1CCN(C(C1=C2)=O)C)=O)C(=O)NCC=2C=NC=CC2C 1-(3-Chlorophenyl)-6-(2-methyl-1-oxo-1,2,3,4-tetrahydroisoquinolin-7-yl)-N-((4-methylpyridin-3-yl)methyl)-7-oxo-4,5,6,7-tetrahydro-1H-pyrazolo[3,4-c]pyridine-3-carboxamide